ClC=1C(=NC(=NC1)N[C@H]1[C@@H](COCC1)O)C=1C=NN2C1C=CC(=C2C)C2CCN(CC2)C(=O)OC(C)(C)C tert-butyl 4-(3-(5-chloro-2-(((3S,4R)-3-hydroxytetrahydro-2H-pyran-4-yl)amino)pyrimidin-4-yl)-7-methylpyrazolo[1,5-a]pyridin-6-yl)piperidine-1-carboxylate